(2S)-N-[5-(2,4-difluorophenoxy)pyrazin-2-yl]-2-[3,3-dimethyl-4-(2-oxo-1H-pyrimidine-5-carbonyl)piperazin-1-yl]propanamide FC1=C(OC=2N=CC(=NC2)NC([C@H](C)N2CC(N(CC2)C(=O)C=2C=NC(NC2)=O)(C)C)=O)C=CC(=C1)F